Tert-butyl (2R,4R)-4-((4-(azetidin-1-yl)-6-((1-(tert-butyl)-5-methyl-1H-pyrazol-3-yl)-amino)-3-fluoropyridin-2-yl)methyl)-2-methylpiperidine-4-carboxylate N1(CCC1)C1=C(C(=NC(=C1)NC1=NN(C(=C1)C)C(C)(C)C)C[C@@]1(C[C@H](NCC1)C)C(=O)OC(C)(C)C)F